FC1=C2CC(CN(C2=CC=C1)C(=O)C1=C(C=CC(=C1)N1N=C(N=C1)C(C)C)OC)COC [5-fluoro-3,4-dihydro-3-(methoxymethyl)-1(2H)-quinolinyl][2-methoxy-5-[3-(1-methylethyl)-1H-1,2,4-triazol-1-yl]phenyl]methanone